5-carboxypentylazanide C(=O)(O)CCCCC[NH-]